Cl.C[N+](CCCl)(CCCl)[O-] methyldi(chloroethyl)amine oxide hydrochloride